N-(4-(5-amino-3-(pyridin-2-yl)-1H-1,2,4-triazole-1-carbonyl)phenyl)cycloheptylamide NC1=NC(=NN1C(=O)C1=CC=C(C=C1)[N-]C1CCCCCC1)C1=NC=CC=C1